C(C)(C)(C)OC(N(CCCO)CCCC=1N(N=C2C=CC=C(C12)Br)C)=O N-[3-(4-bromo-2-methyl-indazol-3-yl)propyl]-N-(3-hydroxypropyl)-carbamic acid tert-butyl ester